C(#C)C1(CS(C1)(=O)=O)C 3-ethynyl-3-methyl-thietane 1,1-dioxide